(S)-3-(6-methoxypyridin-3-yl)-3-(2-(2-(5,6,7,8-tetrahydro-1,8-naphthyridin-2-yl)ethyl)-2-azaspiro[3.3]heptane-6-carboxamido)propionic acid COC1=CC=C(C=N1)[C@H](CC(=O)O)NC(=O)C1CC2(CN(C2)CCC2=NC=3NCCCC3C=C2)C1